(Z)-(4-((2-aminomethyl-3-fluoroallyl)oxy)-3-fluorophenyl)-(3,4-dihydroisoquinolin-2(1H)-yl)methanone trifluoroacetate FC(C(=O)O)(F)F.NC/C(/COC1=C(C=C(C=C1)C(=O)N1CC2=CC=CC=C2CC1)F)=C/F